(3E)-14,14-dipropoxy-3-tetradecen-1-ol C(CC)OC(CCCCCCCCC/C=C/CCO)OCCC